ClC1=CC(=C(NC=2C(=C(C=NC2)CC2=NC(=NC=C2)NC)C)C=C1)F 4-[[5-(4-chloro-2-fluoro-anilino)-4-methyl-3-pyridinyl]methyl]-N-methyl-pyrimidin-2-amine